3-amino-N-((1s,2S)-2-hydroxycyclohexyl)-6-(2-(methyl-d3)-5-((S)-1,1,1-trifluoro-2,3-dihydroxypropan-2-yl)phenyl)pyrazine-2-carboxamide NC=1C(=NC(=CN1)C1=C(C=CC(=C1)[C@@](C(F)(F)F)(CO)O)C([2H])([2H])[2H])C(=O)N[C@@H]1[C@H](CCCC1)O